C(CCCCCCCCCCC)NCCCS(=O)(=O)O 3-(dodecylamino)-1-propanesulfonic acid